2-(4-chlorophenyl)-3-phenylpyrazine ClC1=CC=C(C=C1)C1=NC=CN=C1C1=CC=CC=C1